NC1=NC=NN2C1=CC=C2[C@@]2(O[C@@H]([C@H]1OC(O[C@H]12)(C)C)CO[Si](C)(C)C(C)(C)C)C#N (3aR,4R,6R,6aR)-4-{4-aminopyrrolo[2,1-f][1,2,4]triazin-7-yl}-6-{[(tert-butyldimethylsilyl)oxy]methyl}-2,2-dimethyl-dihydro-3aH-furo[3,4-d][1,3]dioxole-4-carbonitrile